2-[3,5-Bis(difluoromethyl)-1H-pyrazol-1-yl]-1-[4-(4-{(5R)-5-[2-fluoro-6-(prop-2-yn-1-yloxy)phenyl]-4,5-dihydro-1,2-oxazol-3-yl}-1,3-thiazol-2-yl)piperidin-1-yl]ethanon FC(C1=NN(C(=C1)C(F)F)CC(=O)N1CCC(CC1)C=1SC=C(N1)C1=NO[C@H](C1)C1=C(C=CC=C1OCC#C)F)F